FC=1C=CC(=C(CNC=2C=C3C(=NNC3=CC2)C(=O)NC)C1)OC 5-((5-Fluoro-2-methoxybenzyl)amino)-N-methyl-1H-indazole-3-carboxamide